ClC1=CC=C(S1)COC1=CC(=NN1C(=O)C1=COC=C1)C1C(N(C(C1)O)CC(=O)N1CCOCC1)C 2-(3-{5-[(5-chlorothiophen-2-yl)methoxy]-1-(furan-3-carbonyl)-1H-pyrazol-3-yl}-5-hydroxy-2-methylpyrrolidin-1-yl)-1-(morpholin-4-yl)ethan-1-one